FC=1C=CC(=C(C1)C(C)NC1=NC=2N(C=C1)N=CC2C=2C=NNC2)OCCN2CCOCC2 N-(1-(5-fluoro-2-(2-morpholinoethoxy)phenyl)ethyl)-3-(1H-pyrazol-4-yl)pyrazolo[1,5-a]pyrimidin-5-amine